6-amino-7-bromo-3,4-dihydroisoquinoline-2(1H)-carboxylic acid tert-butyl ester C(C)(C)(C)OC(=O)N1CC2=CC(=C(C=C2CC1)N)Br